4-fluorothiophene-2-carboxylic acid FC=1C=C(SC1)C(=O)O